C1C(O1)CC2=C(C=CC(=C2CC3CO3)N)C(CC4CO4)(CC5CO5)C6=CC=C(C=C6)N Tetraglycidyl-4,4'-diaminodiphenylmethane